BrC=1C(=NC=CC1)OC[C@@H]1NCCC1 (R)-3-bromo-2-(pyrrolidin-2-ylmethoxy)pyridine